2-methyl-bis(n-butoxycarbonyloxy)anthracene CC1=C(C2=CC3=CC=CC=C3C=C2C=C1OC(=O)OCCCC)OC(=O)OCCCC